F[Ta](F)(F)(F)(F)F hexafluorotantalum